tris-Aminoethylamin NCCN(CCN)CCN